N-(Cyclohexylmethyl)-7-fluoro-8-hydroxy-4-oxo-4H-chromen-2-carboxamid C1(CCCCC1)CNC(=O)C=1OC2=C(C(=CC=C2C(C1)=O)F)O